NC1=NC=NN2C1=C(C=C2C=2C(=C(C(=O)N[C@@H]1CN(C[C@@H]1F)C(CC(F)(F)F)=O)C(=CC2)CC)F)C(F)(F)F 3-[4-amino-5-(trifluoromethyl)pyrrolo[2,1-f][1,2,4]triazin-7-yl]-6-ethyl-2-fluoro-N-[(3R,4S)-4-fluoro-1-(3,3,3-trifluoropropanoyl)pyrrolidin-3-yl]benzamide